[Ni](=S)=S nickel-disulphide